N-(2-(2-chloro-4-fluorophenyl)-2-(dimethylamino)ethyl)isoindoline-2-carboxamide ClC1=C(C=CC(=C1)F)C(CNC(=O)N1CC2=CC=CC=C2C1)N(C)C